4-(2,6-dichlorobenzoylamino)-N-(1-(N-Boc-L-glycyl-valyl)piperidin-4-yl)-1H-pyrazole-3-carboxamide ClC1=C(C(=O)NC=2C(=NNC2)C(=O)NC2CCN(CC2)C([C@@H](NC(CNC(=O)OC(C)(C)C)=O)C(C)C)=O)C(=CC=C1)Cl